OC1=C(C2=CC=C(C=C2C=C1)O)O 2-hydroxy-1,6-dihydroxynaphthalene